(13S)-13-methyl-19-(oxan-2-yl)-8,11,14-trioxa-5,19,20-triazatetracyclo[13.5.2.12,5.018,21]tricosa-1(20),2(23),3,15(22),16,18(21)-hexaene-4-carbonitrile C[C@H]1COCCOCCN2C(=CC(C3=NN(C=4C=CC(O1)=CC34)C3OCCCC3)=C2)C#N